FC1=C(CN2[C@@H](CCC2=O)CC(=O)N[C@@H](C(C)C)C(=O)OCC2=CC=C(C=C2)F)C=CC=C1F 4-Fluorobenzyl (2-((S)-1-(2,3-difluorobenzyl)-5-oxopyrrolidin-2-yl)acetyl)-L-valinate